S(=O)(=O)(O)C1(C(C(=C(C(=C1F)F)OC(C1=CC=C(C=C1)C#CC#N)=O)F)F)S(=O)(=O)[O-] sulfo-4-((4-(cyanoethynyl)benzoyl)oxy)-2,3,5,6-tetrafluorobenzenesulfonate